ClC1=CC2=C(NC(=N2)CC2=CC=C(C=C2)S(=O)(=O)CC2CC2)C(=C1C1=C(C=CC=C1)OCC)Cl 5,7-dichloro-2-(4-((cyclopropylmethyl)sulfonyl)benzyl)-6-(2-ethoxyphenyl)-1H-benzo[d]imidazole